5-(8-fluoro-1,2,3,4-tetrahydronaphthalen-2-yl)-2-(2-fluorophenyl)-4,5,6,7-tetrahydro-3H-imidazo[4,5-c]pyridine, trifluoroacetic acid salt FC(C(=O)O)(F)F.FC=1C=CC=C2CCC(CC12)N1CC2=C(CC1)N=C(N2)C2=C(C=CC=C2)F